(2S)-2-Amino-4-cyclobutylbutanoic acid N[C@H](C(=O)O)CCC1CCC1